4-[5-(1-ethyl-3-methyl-1H-pyrazol-5-yl)-4H-1,2,4-triazol-3-yl]-1-methyl-1H-benzotriazole-6-carboxamide C(C)N1N=C(C=C1C=1NC(=NN1)C1=CC(=CC=2N(N=NC21)C)C(=O)N)C